1-(4-(bis(4H-benzo[d][1,3]dioxin-6-yl)methyl)-1,4-diazepane-1-carbonyl)-1H-benzo[d][1,2,3]triazole-6-carbonitrile O1COCC2=C1C=CC(=C2)C(N2CCN(CCC2)C(=O)N2N=NC1=C2C=C(C=C1)C#N)C1=CC2=C(OCOC2)C=C1